ClC=1C=CC(=C(C1)C1=CC(=C(N=N1)C)NC1=CC(=NC=C1)NC(=O)CCN1CC(N(CC1)C)C(=O)OC1CC1)F cyclopropyl 4-{2-[(4-{[6-(5-chloro-2-fluorophenyl)-3-methylpyridazin-4-yl]amino}pyridin-2-yl)carbamoyl]ethyl}-1-methylpiperazine-2-carboxylate